P1(=O)(OCO)OCO1 hydroxymethyl (methylene) phosphate